BrC=1C(=NC=C(C1)C1=NN=C(N1COCC[Si](C)(C)C)C(F)(F)F)C 3-bromo-2-methyl-5-(5-(trifluoromethyl)-4-((2-(trimethylsilyl)ethoxy)methyl)-4H-1,2,4-triazol-3-yl)pyridine